1-oxo-5-(((trifluoromethyl)sulfonyl)oxy)-1,2,3,4-tetrahydroiSoquinoline-7-carboxylate O=C1NCCC2=C(C=C(C=C12)C(=O)[O-])OS(=O)(=O)C(F)(F)F